7-(benzyloxy)-4-(4-bromophenyl)-3-cyclobutylisochromane C(C1=CC=CC=C1)OC1=CC=C2C(C(OCC2=C1)C1CCC1)C1=CC=C(C=C1)Br